trifluoro-Methyl-diphenyl-sulfonium tetrakis(pentafluorobenzyl)borate FC1=C(C(=C(C(=C1C[B-](CC1=C(C(=C(C(=C1F)F)F)F)F)(CC1=C(C(=C(C(=C1F)F)F)F)F)CC1=C(C(=C(C(=C1F)F)F)F)F)F)F)F)F.FC1=C(C(=C(C=C1)[S+](C1=CC=CC=C1)C)F)F